BrCNC1=CC=CC=C1 N-bromomethylaniline